5-hydroxy-3-isopropyl-1-(9a-methyl-9a,10-dihydroindeno[1,2-a]inden-4b(9H)-yl)-2,3-dihydro-1H-pyrido[2,1-f][1,2,4]triazine-4,6-dione OC=1C(C=CN2N(CN(C(C21)=O)C(C)C)C21C(CC3=CC=CC=C23)(CC=2C=CC=CC21)C)=O